2-bromo-1,2-diphenylethanol BrC(C(O)C1=CC=CC=C1)C1=CC=CC=C1